BrC=1C=C(COC2=CC=C(S2)C=O)C=CC1 5-(3-bromobenzyloxy)thiophene-2-carbaldehyde